COC=1C=C(C=C(C1)OC)NC1=NC=CC(=N1)N1C=2N(CCC1)N=C(C2)C#CC(C)(O)C=2SC=CN2 4-(4-(2-((3,5-Dimethoxyphenyl)amino)pyrimidin-4-yl)-4,5,6,7-tetrahydropyrazolo[1,5-a]pyrimidin-2-yl)-2-(thiazol-2-yl)but-3-yn-2-ol